methyl 4-amino-9-(2-(tert-butoxy)-2-oxoethyl)-9H-pyrimido[4,5-b]indole-6-carboxylate NC1=NC=NC=2N(C3=CC=C(C=C3C21)C(=O)OC)CC(=O)OC(C)(C)C